C(C)N1N(C=CC1=O)C1=NC=CC=C1Cl ethyl-1-(3-chloro-2-pyridyl)-3-pyrazolone